FC1=C(C(=C(C(=C1[B-](C1=C(C(=C(C(=C1F)F)F)F)F)(C1=C(C(=C(C(=C1F)F)F)F)F)C1=C(C(=C(C(=C1F)F)F)F)F)F)F)F)F.C1(=C(C=CC=C1)C1=C([I+]C=C1)C(C)(C)C1=CC=CC=C1)C tolylcumyliodolium tetrakis(pentafluorophenyl)borate